C1(CC1)C1=C(C(=NO1)C1=C(C=CC=C1Cl)Cl)CO[C@H]1[C@H]2CN([C@@H](C1)C2)C(=O)OC(C)(C)C |r| Tert-butyl (1RS,4RS,5RS)-5-((5-cyclopropyl-3-(2,6-dichlorophenyl)isoxazol-4-yl) methoxy)-2-azabicyclo[2.2.1]heptane-2-carboxylate